C12(OCC3=CC(=CC=C13)/C=C/C(=O)O)COCC2 (E)-3-(4,5-dihydro-2H,3'H-spiro[furan-3,1'-isobenzofuran]-5'-yl)acrylic acid